1-(4-bromo-3-methylpyridin-2-yl)piperidin-4-ol BrC1=C(C(=NC=C1)N1CCC(CC1)O)C